bis[5-methylbenzenesulfonic acid] disodium salt [Na+].[Na+].CC=1C=CC=C(C1)S(=O)(=O)[O-].CC=1C=CC=C(C1)S(=O)(=O)[O-]